2-Amino-7-fluoro-4-(5-fluoro-3-((2S,3'R)-2-(methoxymethyl)-[1,3'-bipyrrolidin]-1'-yl)-7,9-dihydrofuro[3,4-f]quinazolin-6-yl)thieno[3,2-c]pyridine-3-carbonitrile NC1=C(C=2C(=NC=C(C2S1)F)C=1C2=C(C=3C=NC(=NC3C1F)N1C[C@@H](CC1)N1[C@@H](CCC1)COC)COC2)C#N